3,5-diaminobenzamide NC=1C=C(C(=O)N)C=C(C1)N